5-{7-[(3,3-dimethylbutyl)amino]-1-fluoro-3-hydroxy-5,6,7,8-tetrahydronaphthalen-2-yl}-1λ6,2,5-thiadiazolidine-1,1,3-trione CC(CCNC1CCC=2C=C(C(=C(C2C1)F)N1CC(NS1(=O)=O)=O)O)(C)C